(S)-6-isopropoxy-N-(phenyl-(piperidin-4-yl)methyl)pyridine-3-sulfonamide C(C)(C)OC1=CC=C(C=N1)S(=O)(=O)N[C@@H](C1CCNCC1)C1=CC=CC=C1